2-[3-(1,3-benzothiazol-2-ylamino)-4-methyl-6,7-dihydro-5H-pyrido[2,3-c]pyridazin-8-yl]5-[3-[2-fluoro-4-[3-(prop-2-ynylamino)prop-1-ynyl]phenoxy]propyl]thiazole-4-carboxylic acid S1C(=NC2=C1C=CC=C2)NC2=C(C1=C(N=N2)N(CCC1)C=1SC(=C(N1)C(=O)O)CCCOC1=C(C=C(C=C1)C#CCNCC#C)F)C